S1C(=NC2=C1C=CC=C2)NC(=O)C2=CC=C(CN1[C@@H]3CN([C@H](C1)C3)C(=O)OC(C)(C)C)C=C2 Tert-Butyl (1S,4S)-5-(4-(benzo[d]thiazol-2-ylcarbamoyl)benzyl)-2,5-diazabicyclo[2.2.1]heptane-2-carboxylate